C(#N)C=1C=CC(=C(C1)C1=CN=C(O1)C(=O)N[C@H]1CN([C@H](C1)COC)C#N)OC1CC1 5-(5-cyano-2-cyclopropoxyphenyl)-N-((3R,5R)-1-cyano-5-(methoxymethyl)pyrrolidin-3-yl)oxazole-2-carboxamide